4-(4-chlorophenyl)-N-((3R,5R)-5-fluoropiperidin-3-yl)phthalazin-1-amine ClC1=CC=C(C=C1)C1=NN=C(C2=CC=CC=C12)N[C@H]1CNC[C@@H](C1)F